2-(4-Fluorophenyl)-N-{4-[3-(2-fluorophenyl)-6,6-dimethyl-4-oxo-4,5,6,7-tetrahydro-1H-pyrrolo[3,2-c]pyridin-2-yl]pyridin-2-yl}acetamid FC1=CC=C(C=C1)CC(=O)NC1=NC=CC(=C1)C1=C(C=2C(NC(CC2N1)(C)C)=O)C1=C(C=CC=C1)F